[N].N=1C(C=C2C=CC=CC12)=O indolone nitrogen